C(C)(C)(C)C=1C=C(C=C(C1O)C)CCCOP1OC2=C(C3=C(O1)C(=CC(=C3)C(C)(C)C)C(C)(C)C)C=C(C=C2C(C)(C)C)C(C)(C)C 6-t-butyl-4-[3-(2,4,8,10-tetra-t-butyldibenzo[d,f][1,3,2]dioxaphosphepin-6-yloxy)propyl]-o-cresol